OCC1=CC=C(C=C1)NC(CNC(OC(C)(C)C)=O)=O tert-butyl (2-((4-(hydroxymethyl)phenyl)amino)-2-oxoethyl)carbamate